NC=1C=2N(C(=CN1)C)C(=NC2C2=C(C=C(C=C2)NC([C@H](C2=CC(=CC=C2)C(F)(F)F)O)=O)F)C (S)-N-(4-(8-amino-3,5-dimethylimidazo[1,5-a]pyrazin-1-yl)-3-fluorophenyl)-2-hydroxy-2-(3-(trifluoromethyl)phenyl)acetamide